CN1N=CC(=C1)C=1OC(=CN1)C(=O)N1[C@@H](C2=C(CC1)NC=N2)C2=NN1C(C(=CC=C1)C)=C2 (S)-(2-(1-methyl-1H-pyrazol-4-yl)oxazol-5-yl)(4-(4-methylpyrazolo[1,5-a]pyridin-2-yl)-1,4,6,7-tetrahydro-5H-imidazo[4,5-c]pyridin-5-yl)methanone